Cl.Cl.Cl.FC=1C=C(C=C(C1)C(F)(F)F)C=1N=C(SC1CN1[C@@H](CCC1)C)NC(=O)C1=NC=C(N=C1)N1[C@@H](CNCC1)C N-(4-[3-fluoro-5-(trifluoromethyl)phenyl]-5-{[(2R)-2-methylpyrrolidin-1-yl]methyl}-1,3-thiazol-2-yl)-5-[(2R)-2-methylpiperazin-1-yl]pyrazine-2-carboxamide trihydrochloride